tert-Butyl N-(4-nitrophenyl)sulfonylcarbamate [N+](=O)([O-])C1=CC=C(C=C1)S(=O)(=O)NC(OC(C)(C)C)=O